N-[4-[(6,7-dimethoxy-1,5-naphthyridin-4-yl)oxy]-3-fluorophenyl]-5-(4-fluorophenyl)-1-(1-methylpyrazol-4-yl)-4-oxopyridine-3-carboxamide Ethyl-3-nitro-4-fluorophenoxyacetate C(C)OC(COC1=CC(=C(C=C1)F)[N+](=O)[O-])=O.COC=1N=C2C(=CC=NC2=CC1OC)OC1=C(C=C(C=C1)NC(=O)C1=CN(C=C(C1=O)C1=CC=C(C=C1)F)C=1C=NN(C1)C)F